(7R)-3-[(3-chloro-2-methoxyphenyl)amino]-2-(6-methoxyquinolin-4-yl)-7-methyl-5H,6H,7H-pyrazolo[1,5-a]pyrazin-4-one ClC=1C(=C(C=CC1)NC=1C(=NN2C1C(NC[C@H]2C)=O)C2=CC=NC1=CC=C(C=C21)OC)OC